FC1=C(C=CC(=C1F)OC1=CC=NC2=CC(=C(C=C12)OC)OCCNC)C1=NC=CC(=C1C(=O)N)OC (2,3-difluoro-4-((6-methoxy-7-(2-(methylamino)ethoxy)quinolin-4-yl)oxy)phenyl)-4-methoxypyridine-3-carboxamide